[1,3-bis(cyclohexyl)imidazol-2-ylidene][1,3-divinyl-1,1,3,3-tetramethyldisiloxane] C1(CCCCC1)N1C(N(C=C1)C1CCCCC1)=C[Si](O[Si](C)(C)C=C)(C)C=C